1-(5-amino-3-chloropyridin-2-yl)cyclobutan-1-ol NC=1C=C(C(=NC1)C1(CCC1)O)Cl